FC1=C(C(=CC=C1F)OCC)B(O)O 2,3-DIFLUORO-6-ETHOXYPHENYLBORONIC ACID